CC(C)(C)[Si](OCC=1C=C(C=CC1CO[Si](C)(C)C(C)(C)C)B(O)O)(C)C [3,4-BIS[[(1,1-DIMETHYLETHYL)DIMETHYLSILYL]OXY]METHYLPHENYL]-BORONIC ACID